OC=1OC2=CC=CC=C2C(C1C1=CC(=C(C=C1)Cl)CNC)=O hydroxy-3'-((methylamino)methyl)-4'-chloroisoflavone